(2R)-2-({2-[4-(2-hydroxy-2-methylpropoxy)pyridin-2-yl]-5H,6H,7H-cyclopenta[d]pyrimidin-4-yl}(methyl)amino)-N-(propan-2-yl)propanamide OC(COC1=CC(=NC=C1)C=1N=C(C2=C(N1)CCC2)N([C@@H](C(=O)NC(C)C)C)C)(C)C